IC1=C(C=CC=C1C1=CC=CC=C1)C1=CC=CC=C1 2'-iodo-1,1':3',1''-terphenyl